C(=O)OC1C(CCC(C1)C)C(C)C 2-isopropyl-5-methylcyclohexyl formate